(1s,4s)-4-((2-((2-(1-(Cyclopropylsulfonyl)-1H-pyrazol-4-yl)pyrimidin-4-yl)amino)-5-((1-(2,2-difluorocyclopropyl)-1H-pyrazol-4-yl)ethynyl)pyridin-4-yl)amino)-1-methylcyclohexan-1-ol C1(CC1)S(=O)(=O)N1N=CC(=C1)C1=NC=CC(=N1)NC1=NC=C(C(=C1)NC1CCC(CC1)(O)C)C#CC=1C=NN(C1)[C@@H]1C(C1)(F)F